C1(CC1)CN(C=1C=C2N=C(C=NC2=CC1)C=1C=NNC1)C1=CC(=CC(=C1)OC)OC N-(cyclopropylmethyl)-N-(3,5-dimethoxyphenyl)-3-(1H-pyrazol-4-yl)quinoxalin-6-amine